2,4-dinitrobenzene fluoride [F-].[N+](=O)([O-])C1=CC=CC(=C1)[N+](=O)[O-]